C(C)C1CCC(CC1)OC(=O)N[C@@H](CC(C)C)C(=O)OC methyl (((4-ethylcyclohexyl)oxy)carbonyl)-L-leucinate